C(C)(C)(C)OC(N[C@@H]1[C@H](C1)C)=O ((1S,2S)-2-methylcyclopropyl)carbamic acid tert-butyl ester